(R)-5-(((3-((3-chloro-2-(2-chloro-3-(6-methoxy-5-(((((S)-5-oxopyrrolidin-2-yl)methyl)amino)methyl)pyridin-2-yl)phenyl)pyridin-4-yl)amino)-2-fluorobenzyl)amino)methyl)pyrrolidin-2-one ClC=1C(=NC=CC1NC=1C(=C(CNC[C@H]2CCC(N2)=O)C=CC1)F)C1=C(C(=CC=C1)C1=NC(=C(C=C1)CNC[C@H]1NC(CC1)=O)OC)Cl